NC1=NC=CC(=N1)C1=C(N=C(S1)C1CCC2(CCN(CC2)CC2CCN(CC2)C2=CC=C(C=C2)[C@H]2C(NC(CC2)=O)=O)CC1)C=1C(=C(C=CC1)NS(=O)(=O)CCC)F (S)-N-(3-(5-(2-aminopyrimidin-4-yl)-2-(3-((1-(4-(2,6-dioxopiperidin-3-yl)phenyl)piperidin-4-yl)methyl)-3-azaspiro[5.5]undecan-9-yl)thiazol-4-yl)-2-fluorophenyl)propane-1-sulfonamide